NC1=NC(=C(C=C1C1=CC=C2C(NC(=NC2=C1)C)=O)C1=CC=C(C=C1)N1CCN(CC1)C1CCC1)F 7-(2-amino-5-(4-(4-cyclobutylpiperazin-1-yl)phenyl)-6-fluoropyridin-3-yl)-2-methylquinazolin-4(3H)-one